CC1=CC=C(OC(=O)NS(=O)(=O)C(F)(F)F)C=C1 4-Methylphenoxycarbonyl-Trifluoromethyl-Sulfonamide